N1(CCOCC1)CCCNC(C1=CC=C(C=C1)NC1=CC=NC2=CC(=CC=C12)C(F)(F)F)=O N-[3-(morpholin-4-yl)propyl]-4-[(7-trifluoromethylquinolin-4-yl)amino]benzamide